C1(CCCCC1)NCCCCS(=O)(=O)O 4-(cyclohexylamino)butane-1-sulfonic acid